C(C1=CC=CC=C1)[C@H](COC)NC1=C(C=NC2=CC=CC=C12)[N+](=O)[O-] N-[(1R)-1-benzyl-2-methoxy-ethyl]-3-nitro-quinolin-4-amine